2-(4-(4-(aminomethyl)-1-oxo-1,2-dihydrophthalazin-6-yl)-1-methyl-1H-pyrazol-5-yl)-3-chloro-6-cyclopropoxybenzonitrile NCC1=NNC(C2=CC=C(C=C12)C=1C=NN(C1C1=C(C#N)C(=CC=C1Cl)OC1CC1)C)=O